tert-butyl N-(cyclobutylmethyl)-N-[(3R)-1-[1-[1-[4-(6-methoxy-1-tetrahydropyran-2-yl-indazol-4-yl)triazol-1-yl]ethyl]-2-oxo-4-pyridyl]-3-piperidyl]carbamate C1(CCC1)CN(C(OC(C)(C)C)=O)[C@H]1CN(CCC1)C1=CC(N(C=C1)C(C)N1N=NC(=C1)C1=C2C=NN(C2=CC(=C1)OC)C1OCCCC1)=O